C(CCCCCC)(=O)OC[C@@H](OC(CCCCCC)=O)COP(=O)([O-])OCC[N+](C)(C)C 1,2-diheptanoylsn-Glycero-3-Phosphocholine